C(C1=CC=CC=C1)N1N=CC(=C1)N1N=CC2=CC=C(C=C12)NC(C1=C(C(=CC=C1)C#N)C(C)C)=O N-(1-(1-Benzyl-1H-pyrazol-4-yl)-1H-indazol-6-yl)-3-cyano-2-isopropylbenzamide